4-Sulfanilamidosalicylic acid, SulfanilamidoSulfanylamide S(=O)(C1=CC=C(C=C1)N)(=O)NSNC(C=1C(ONS(=O)(C2=CC=C(C=C2)N)=O)=CC=CC1)=O